(2R,4R)-1-cyano-N-[2-[(4,4-difluorocyclohexyl)amino]-1-methyl-2-oxo-1-(3-pyridyl)ethyl]-4-hydroxy-4-methyl-N-[4-(pentafluoro-λ6-sulfanyl)phenyl]pyrrolidine-2-carboxamide C(#N)N1[C@H](C[C@@](C1)(C)O)C(=O)N(C1=CC=C(C=C1)S(F)(F)(F)(F)F)C(C(=O)NC1CCC(CC1)(F)F)(C=1C=NC=CC1)C